4-[1-(5-Chloropyridazin-3-yl)ethoxy]-6-[1-(1-cyano-4-piperidyl)-5-methyl-triazol-4-yl]pyrazolo[1,5-a]pyridine-3-carbonitrile ClC=1C=C(N=NC1)C(C)OC=1C=2N(C=C(C1)C=1N=NN(C1C)C1CCN(CC1)C#N)N=CC2C#N